2-(1-(benzo[d][1,3]dioxol-5-yl)-2,5-dimethyl-1H-pyrrol-3-yl)-6-bromo-N-(4-(2-methoxyethoxy)phenyl)-3H-imidazo[4,5-b]pyridin-7-amine O1COC2=C1C=CC(=C2)N2C(=C(C=C2C)C2=NC=1C(=NC=C(C1NC1=CC=C(C=C1)OCCOC)Br)N2)C